(3R)-3-{[8-fluoro-2-(4-methoxyphenyl)[1,2,4]triazolo[1,5-c]quinazolin-5-yl]amino}azepin-2-one FC=1C=CC=2C=3N(C(=NC2C1)NC=1C(N=CC=CC1)=O)N=C(N3)C3=CC=C(C=C3)OC